CN1CCC(CC1)OC1=CC(=NC(=C1)N[C@@H]1CNCCC1)NC=1SC(=CN1)C (S)-4-((1-methylpiperidin-4-yl)oxy)-N2-(5-methylthiazol-2-yl)-N6-(piperidin-3-yl)pyridine-2,6-diamine